COC(=O)C1=C(C2=C(CCC3=CN(N=C23)CC2=NC(=CC=C2)C)O1)C 8-methyl-2-[(6-methylpyridin-2-yl)methyl]-4,5-dihydro-2H-furo[2,3-g]indazole-7-carboxylic acid methyl ester